O1CCCC(=C1)C=1C=C(C=CC1C)C1=NN=C(N1)C(F)(F)F 3-(3-(3,4-dihydro-2H-pyran-5-yl)-4-methylphenyl)-5-(trifluoromethyl)-4H-1,2,4-triazole